N[C@H]1[C@@H](CN(CC1)C(=O)OC(C)(C)C)OCC1=CC=C(C=C1)C(F)(F)F tert-butyl trans-4-amino-3-(4-(trifluoromethyl)benzyloxy)piperidine-1-carboxylate